butyl 2-bromo-6-methylbenzoate BrC1=C(C(=O)OCCCC)C(=CC=C1)C